diethyl 2-[(1R)-2-(dihydroxyamino)-1-(5-fluoro-1-methyl-pyrazol-3-yl)ethyl]propanedioate ON(C[C@H](C1=NN(C(=C1)F)C)C(C(=O)OCC)C(=O)OCC)O